2-(2-methylpiperazin-1-yl)pyrimidine-5-carboxamide hydrochloride Cl.CC1N(CCNC1)C1=NC=C(C=N1)C(=O)N